Propylene glycol (1s)-stearate C(CCCCCCCCCCCCCCCCC)(=O)O.C(C(C)O)O